pentadecyl-ethoxytrimethylolpropane triacrylate C(C=C)(=O)O.C(C=C)(=O)O.C(C=C)(=O)O.C(CCCCCCCCCCCCCC)C(C(CO)(CO)CO)(C)OCC